FC=1C=NC(=NC1)N[C@H](C(=O)O)CCN(CCCCC1=NC=2NCCCC2C=C1)CCOC (S)-2-((5-fluoropyrimidin-2-yl)amino)-4-((2-methoxyethyl)(4-(5,6,7,8-tetrahydro-1,8-naphthyridin-2-yl)butyl)amino)butanoic acid